N1N=NC2=C1C=CC(=C2)CN2C(C1=CC=CC=C1C2CC=2C(=NC=CC2C)C(C)(C)O)=O 2-((1H-benzo[d][1,2,3]triazol-5-yl)methyl)-3-((2-(2-hydroxypropan-2-yl)-4-methylpyridin-3-yl)methyl)isoindolin-1-one